BrC=1C(=C(C=CC1)P(C1=CC=CC=C1)C1=CC=CC=C1)CC bromo(ethyl)triphenylphosphine